[C-]1(C=CC=C1)O.[CH-]1C=CC=C1.[Fe+2] ferrocenol